OCCN(C1=CC=C(C=C1)NC1=NC(=NC=2C=NNC(C21)=O)N2CCC(CC2)CC#N)CCO 2-(1-(4-((4-(bis(2-hydroxyethyl)amino)phenyl)amino)-5-oxo-5,6-dihydropyrimido[4,5-d]pyridazin-2-yl)piperidin-4-yl)acetonitrile